1-(2-dodecyloxy-5-ethyl-3-methoxybenzyl)-4-methylpiperazine C(CCCCCCCCCCC)OC1=C(CN2CCN(CC2)C)C=C(C=C1OC)CC